methyl 5-((2-amino-3-fluoropyridin-4-yl)methyl)-2-((2,5-difluoro-4-iodophenyl)amino)-3,4-difluorobenzoate NC1=NC=CC(=C1F)CC=1C(=C(C(=C(C(=O)OC)C1)NC1=C(C=C(C(=C1)F)I)F)F)F